NC1(NN(C(=C1)C1=CC=NC=C1)CC1=CC=C(C=C1)OC)C(=O)O 3-amino-1-(4-methoxybenzyl)-5-(pyridin-4-yl)-1H-pyrazole-carboxylic acid